ClC1=CC=C(C=C1)C=1C=C(C(N(N1)C=1C=NN(C1)C)=O)C(=O)NC(CO)COC 6-(4-chlorophenyl)-N-(1-hydroxy-3-methoxypropan-2-yl)-2-(1-methyl-1H-pyrazol-4-yl)-3-oxo-2,3-dihydropyridazine-4-carboxamide